(S)-3-(4-cyanophenyl)-4-phenyl-N-((4-(trifluoromethyl)phenyl)sulfonyl)-4,5-dihydro-1H-pyrazole-1-carboxamide C(#N)C1=CC=C(C=C1)C1=NN(C[C@@H]1C1=CC=CC=C1)C(=O)NS(=O)(=O)C1=CC=C(C=C1)C(F)(F)F